C1=NC=CC2=CN=CC(=C12)C(=O)[O-] [2,6]naphthyridine-8-carboxylate